N-{4-fluoro-3-[5-(propan-2-yl)-2H-pyrazolo[3,4-b]pyridin-2-yl]phenyl}pyrazine FC1=C(C=C(C=C1)N1CC=NC=C1)N1N=C2N=CC(=CC2=C1)C(C)C